N1(CCOCC1)C=1C2=C(N=CN1)N(C(=C2)C2=CC=C(C=C2)NS(=O)(=O)C2CCN(CC2)C(=O)OC(C)(C)C)COCC[Si](C)(C)C tert-butyl 4-({4-[4-(morpholin-4-yl)-7-{[2-(trimethylsilyl)ethoxy]methyl}-7H-pyrrolo[2,3-d]pyrimidin-6-yl]phenyl}sulfamoyl)piperidine-1-carboxylate